N-((1r,4r)-4-((3-(4-(1H-imidazol-2-yl)phenyl)-2-oxo-2,3-dihydro-1H-benzo[d]imidazol-1-yl)methyl)cyclohexyl)-5-chloro-2-(difluoromethyl)nicotinamide N1C(=NC=C1)C1=CC=C(C=C1)N1C(N(C2=C1C=CC=C2)CC2CCC(CC2)NC(C2=C(N=CC(=C2)Cl)C(F)F)=O)=O